ClC=1C=CC2=C(C1)S(CC1=C2N(N=C1C(=O)N1CCOC2(CC2)C1)C1=CC=C(C=C1)CN1CCOCC1)(=O)=O (7-chloro-1-(4-(morpholinomethyl)phenyl)-5,5-dioxido-1,4-dihydrothiochromeno[4,3-c]pyrazol-3-yl)(4-oxa-7-azaspiro[2.5]octan-7-yl)methanone